CN(CCCN1C[C@@H](C=C(C1)C1=CNC2=NC=CC=C21)C)C (R)-N,N-dimethyl-3-(3-methyl-5-(1H-pyrrolo[2,3-b]pyridin-3-yl)-3,6-dihydropyridin-1(2H)-yl)propan-1-amine